Tert-butyl (R)-3-benzoyl-3-methyl-6-oxocyclohex-1-ene-1-carboxylate C(C1=CC=CC=C1)(=O)[C@]1(C=C(C(CC1)=O)C(=O)OC(C)(C)C)C